6-CHLORO-4-METHYLPICOLINALDEHYDE ClC1=CC(=CC(=N1)C=O)C